4-chloro-7-methylthieno[3,2-d]pyrimidine ClC=1C2=C(N=CN1)C(=CS2)C